N1-(5-(1-(4-ethylphenyl)-1H-pyrazol-4-yl)-1H-indol-3-yl)oxalamide C(C)C1=CC=C(C=C1)N1N=CC(=C1)C=1C=C2C(=CNC2=CC1)NC(C(=O)N)=O